ClC=1C=C2CCC[C@]3(C2=CC1)CNC1=C(OC3)C=C(C(=C1)C(=O)OC)F (S)-METHYL 6'-CHLORO-8-FLUORO-3',4,4',5-TETRAHYDRO-2H,2'H-SPIRO[BENZO[B][1,4]OXAZEPINE-3,1'-NAPHTHALENE]-7-CARBOXYLATE